isopropyl trans-N-[4-[5-[2-(ethylsulfamoyl)-4-[(4-isopropyl-2-pyridyl)amino]phenyl]thiazol-2-yl]cyclohexyl]carbamate C(C)NS(=O)(=O)C1=C(C=CC(=C1)NC1=NC=CC(=C1)C(C)C)C1=CN=C(S1)[C@@H]1CC[C@H](CC1)NC(OC(C)C)=O